BrC=1C=CC(=NC1)NC(=O)NC1=CC=C(C=C1)F 1-(5-bromopyridin-2-yl)-3-(4-fluorophenyl)urea